1-{4-[2-isopropyl-7-((R)-1-quinolin-3-yl-ethylamino)-2H-pyrazolo[4,3-d]pyrimidin-5-yl]-piperazin-1-yl}-ethanone C(C)(C)N1N=C2C(N=C(N=C2N[C@H](C)C=2C=NC3=CC=CC=C3C2)N2CCN(CC2)C(C)=O)=C1